P(=O)(O)(O)OC[C@@H]1[C@H]([C@H]([C@@H](O1)N1C=NC=2C(=O)NC(NC(CC(C(CO)O)O)C(=O)O)=NC12)O)O N2-(1-carboxy-3,4,5-trihydroxypentyl)guanosine 5'-monophosphate